C(C)C1=C(C=CC(=C1F)F)[C@@H]1[C@H](O[C@]([C@H]1C)(C(F)(F)F)C)C(=O)NC1=CC(=NC=C1)C(=O)N 4-[[(2S,3R,4S,5R)-3-(2-Ethyl-3,4-difluoro-phenyl)-4,5-dimethyl-5-(trifluoromethyl)tetrahydrofuran-2-carbonyl]amino]pyridin-2-carboxamid